N-((6,7-dichloro-3-(1H-pyrazol-4-yl)-1H-indol-2-yl)methyl)thiazole-4-carboxamide ClC1=CC=C2C(=C(NC2=C1Cl)CNC(=O)C=1N=CSC1)C=1C=NNC1